N1=CNC(C1)=O 3,5-dihydro-4H-imidazol-4-one